1-[(R)-3-(3-{5-[(R)-(1,3-Dimethyl-azetidin-3-yl)-hydroxy-(4-isopropyl-phenyl)-methyl]-pyridin-3-yl}-[1,2,4]oxadiazol-5-ylmethyl)-pyrrolidin-1-yl]-ethanone CN1CC(C1)(C)[C@@](C=1C=C(C=NC1)C1=NOC(=N1)C[C@@H]1CN(CC1)C(C)=O)(C1=CC=C(C=C1)C(C)C)O